FC1=CC=C(C=C1)NC(=O)C=1C=2N(C3=C(C1)C(CC3)C)C=NN2 N-(4-Fluorophenyl)-6-methyl-7,8-dihydro-6H-cyclopenta[e][1,2,4]triazolo[4,3-a]pyridine-4-carboxamide